CNC(C1=NC=C(C=C1)N1CC2CCC(C1)N2CC=2C=NC=1C(=C(C(NC1C2)=O)C(F)(F)F)C)=O N-methyl-5-(8-((8-methyl-6-oxo-7-(trifluoromethyl)-5,6-dihydro-1,5-naphthyridin-3-yl)methyl)-3,8-diazabicyclo[3.2.1]octan-3-yl)picolinamide